α-propyl-β-propiolactone C(CC)C1C(=O)OC1